5-[4-(1-piperidyl)-1H-pyrrolo[2,3-b]pyridin-3-yl]pyridin-2-amine N1(CCCCC1)C1=C2C(=NC=C1)NC=C2C=2C=CC(=NC2)N